C(#N)C1=C(C=C(CNC(OC(C)(C)C)=O)C=C1OC)F tert-butyl (4-cyano-3-fluoro-5-methoxybenzyl)carbamate